6-(2,6-dimethylmorpholino)naphthalen-2-amine CC1OC(CN(C1)C=1C=C2C=CC(=CC2=CC1)N)C